5-(3-(2,2-difluoroethyl)-2-methyl-3H-imidazo[4,5-b]pyridin-5-yl)-N-(cis-4-(trifluoromethoxy)cyclohexyl)-7H-pyrrolo[2,3-d]pyrimidin-2-amine FC(CN1C(=NC=2C1=NC(=CC2)C2=CNC=1N=C(N=CC12)N[C@@H]1CC[C@@H](CC1)OC(F)(F)F)C)F